FC(OC=1C=CC=C2C(=NC=NC12)O)F 8-(difluoromethoxy)quinazolin-4-ol